(3-(4-bromo-3-methylphenoxy)-6-fluorobenzo[b]thiophen-2-yl)(phenyl)methanone BrC1=C(C=C(OC=2C3=C(SC2C(=O)C2=CC=CC=C2)C=C(C=C3)F)C=C1)C